C(CCCCCCCCCCCCC)N1C(=C(C(C2=C(C=C(C=C12)OC)OC(=O)C(C)(C)C)=O)OC(=O)C(C)(C)C)C1=CC(=C(C=C1)OC(=O)C(C)(C)C)OC N-tetradecyl-2-(3-methoxy-4-(tert-butylcarbonyloxy)-phenyl)-7-methoxy-3,5-di-(tert-butylcarbonyloxy)-quinolin-4-one